oxylcarbamate ONC([O-])=O